C1(CC1)S(=O)(=O)NC(C1=NC=CC(=C1)NC(=O)[C@@H]1O[C@]([C@H]([C@H]1C1=C(C(=C(C=C1)F)F)OC)C)(C(F)(F)F)C)=O N-(cyclopropylsulfonyl)-4-((2R,3S,4S,5R)-3-(3,4-difluoro-2-methoxyphenyl)-4,5-dimethyl-5-(trifluoromethyl)tetrahydrofuran-2-carboxamido)picolinamide